ClC1=C(OCC2=NC=CC(=C2)CC2CN(C2)CC2=NC3=C(N2C[C@H]2OCC2)C=C(C=C3)C(=O)O)C=CC(=C1)Cl 2-{[3-({2-[(2,4-dichlorophenoxy)methyl]pyridin-4-yl}methyl)azetidin-1-yl]methyl}-1-{[(2S)-oxetan-2-yl]methyl}-1H-1,3-benzodiazole-6-carboxylic acid